C1(CCCCC1)OC1=C(C=CC=C1)CN (2-(cyclohexyloxy)phenyl)methylamine